C(#N)C=1C(=CC(=C(C1)N1C(C(=CC=C1C(F)(F)F)C(=O)O)=O)C)OC 1-(5-cyano-4-methoxy-2-methyl-phenyl)-2-oxo-6-(trifluoromethyl)pyridine-3-carboxylic acid